N-(methylsulfamoyl)-1-[4-[5-(trifluoromethyl)-1,2,4-oxadiazol-3-yl]phenyl]methanamine CNS(=O)(=O)NCC1=CC=C(C=C1)C1=NOC(=N1)C(F)(F)F